gallium-tin oxide [Sn]=O.[Ga]